rac-5-{2-[(2R,5S)-5-Methyl-2-[4-(oxan-4-yloxy)phenyl]piperidin-1-yl]-2-oxoacetamido}pyridine-3-carboxamide C[C@H]1CC[C@@H](N(C1)C(C(=O)NC=1C=C(C=NC1)C(=O)N)=O)C1=CC=C(C=C1)OC1CCOCC1 |r|